BrC1=C2C=3C(=NNC3C=C1)N=C2 5-bromo-1,2,3-triazacyclopenta[cd]indene